FC1=CC=C(C=N1)C1=NC(=C2C(=N1)N(N=C2)C2CCN(CC2)C(C(C)(C)C)=O)NC(=O)C=2SC(=CC2)[N+](=O)[O-] N-(6-(6-fluoropyridin-3-yl)-1-(1-pivaloylpiperidin-4-yl)-1H-pyrazolo[3,4-d]pyrimidin-4-yl)-5-nitrothiophene-2-carboxamide